ClC=1C2=C(N(C(N1)=O)C=1C(=NC=CC1C)C(C)C)N=C(C(=C2)Cl)Cl (M)-4,6,7-Trichloro-1-(2-isopropyl-4-methylpyridin-3-yl)pyrido[2,3-d]pyrimidin-2(1H)-one